4-(((2S,4S)-2-methyltetrahydro-2H-pyran-4-yl)amino)pyrido[3,4-d]pyridazin C[C@@H]1OCC[C@@H](C1)NC=1N=NC=C2C1C=NC=C2